1-(2-chloroethyl)-3-cyclopentyl-urea ClCCNC(=O)NC1CCCC1